FCC1=NN2C([C@H]([C@@H](CC2)[C@@H]2N3C(C4=CC=CC=C24)=CN=C3)OC(C3=CC=C(C=C3)[N+](=O)[O-])=O)=C1 4-nitrobenzoic acid (4S,5S)-2-(fluoromethyl)-5-((S)-5H-imidazo[5,1-a]isoindol-5-yl)-4,5,6,7-tetrahydropyrazolo[1,5-a]pyridin-4-yl ester